methyl 4-(ethyl)-piperazine-2-carboxylate C(C)N1CC(NCC1)C(=O)OC